(7R,9R)-heptadecane-7,9-diol CCCCCC[C@H](C[C@@H](CCCCCCCC)O)O